2-Methyl-N-[(1E)-2-methylcyclopentylidene]propane-2-sulfinamide CC(C)(C)S(=O)/N=C\1/C(CCC1)C